C1(=C(C=CC=C1)N1C(N(CC1)C1=C(C=CC=C1)C)=[Ru-4](=CC1=C(C=CC(=C1)[N+](=O)[O-])OC(C)C)(Cl)Cl)C (1,3-di-o-tolylimidazolidin-2-ylidene)dichloro(2-isopropoxy-5-nitrobenzylidene)ruthenium (II)